C(C)(C)(C)OC(=O)N1CC2CCC(C1)N2S(=O)(=O)C2=C(C=CC=C2)C(F)(F)F tert-butyl-8-{[2-(trifluoromethyl) phenyl] sulfonyl}-3,8-diazabicyclo[3.2.1]octane-3-carboxylate